N-(5-{[(1S,2S)-2-hydroxycyclohexyl]carbamoyl}-2-methylphenyl)-5-(3,4,5-trifluorophenyl)pyridine-3-carboxamide O[C@@H]1[C@H](CCCC1)NC(=O)C=1C=CC(=C(C1)NC(=O)C=1C=NC=C(C1)C1=CC(=C(C(=C1)F)F)F)C